P(=O)(OOCCC#N)(OOCCNC(=O)OCC(Cl)(Cl)Cl)OCC(COC(CCCCCCCCCCCCC)=O)OC(CCCCCCCCCCCCC)=O (2-cyanoethoxy) (trichloroethoxy formylaminoethoxy) (2,3-dimyristoyloxypropyl) phosphate